BrC1=CC=C2C(=C1)NCC21CCOCC1 6-bromo-2',3',5',6'-tetrahydrospiro[indoline-3,4'-pyran]